CC1=C(C=NC=2OCCNC21)NC2=C(C(NC=C2)=O)C(=O)NC2=CC=C(C=C2)N2CCN(CC2)C(CC)=O 4-((8-methyl-2,3-dihydro-1H-pyrido[2,3-b][1,4]oxazin-7-yl)amino)-2-oxo-N-(4-(4-propionylpiperazin-1-yl)phenyl)-1,2-dihydropyridine-3-carboxamide